(2-hydroxyphenyl)azopyridine hydrochloride Cl.OC1=C(C=CC=C1)C=1C(=NC=CC1)N=NC1=NC=CC=C1